NC([C@H](COC1=CC=C(C=C1)C=1N(\C(\N(C1)CCCNC(=O)OC(C)(C)C)=N/C(OC(C)(C)C)=O)C)ON)=O tert-butyl (S,Z)-(4-(4-(3-amino-2-(aminooxy)-3-oxopropoxy)phenyl)-1-(3-((tert-butoxycarbonyl)amino)propyl)-3-methyl-1,3-dihydro-2H-imidazol-2-ylidene)carbamate